O=CC(C)NC(OC(C)(C)C)=O Tert-butyl (1-oxoprop-2-yl)carbamate